(R)-1'-(5-(2,3-dichloro-5-methoxyphenyl)pyridin-2-yl)-2,3-dihydrospiro[indene-1,4'-piperidin]-2-amine ClC1=C(C=C(C=C1Cl)OC)C=1C=CC(=NC1)N1CCC2(CC1)[C@@H](CC1=CC=CC=C12)N